2-(N,N-dimethylamino)methylpyridine CN(C)CC1=NC=CC=C1